C[C@@H]1N(C[C@H](NC1)C)C=1C2=C(N=CN1)N(C=C2C(F)(F)F)C=2C=C(C#N)C=CC2 3-(4-((2S,5R)-2,5-dimethylpiperazin-1-yl)-5-(trifluoromethyl)-7H-pyrrolo[2,3-d]pyrimidin-7-yl)benzonitrile